4-(6-((4,4-difluorocyclohexyl)oxy)-4-(4-methylthiazol-2-yl)pyridin-2-yl)morpholine FC1(CCC(CC1)OC1=CC(=CC(=N1)N1CCOCC1)C=1SC=C(N1)C)F